BrC=1C=C2C(NC=NC2=CC1)=O 6-Bromo-4(3H)-quinazolinone